S1C(=NC2=C1CCCC2)N 4,5,6,7-tetrahydrobenzo[d]thiazol-2-amine